2-Isopropyl-aminoethan C(C)(C)CCN